C(C)C1(NC(N(C(C1)=O)[C@@H]1C[C@H](OC2=CC=C(C=C12)C(=O)N[C@H]1[C@@H](C(OC2=CC=CC=C12)(C)C)O)C)=N)CC (2R,4R)-4-(4,4-diethyl-2-imino-6-oxo-hexahydropyrimidin-1-yl)-N-[(3S,4R)-3-hydroxy-2,2-dimethyl-chroman-4-yl]-2-methyl-chromane-6-carboxamide